8-amino-7-(3-methoxy-2,6-dimethylphenyl)-7H-pyrrolo[3,2-e][1,2,4]triazolo[4,3-c]pyrimidine-9-carboxamide NC1=C(C=2C=3N(C=NC2N1C1=C(C(=CC=C1C)OC)C)C=NN3)C(=O)N